(R)-4-(4-(tert-butyl)phenyl)-N-(1-hydroxypropan-2-yl)pyrrolo[1,2-a]quinoxaline C(C)(C)(C)C1=CC=C(C=C1)C1=C2N(C3=CC=CC=C3N1[C@@H](CO)C)CC=C2